2-(((4-bromopyrimidin-2-yl)oxy)methyl)-4-(trifluoromethyl)thiazole BrC1=NC(=NC=C1)OCC=1SC=C(N1)C(F)(F)F